C(C)C(CN(C1=CC=C(C=C1)C(=O)C1=C(C=CC(=C1)[N+](=O)[O-])O)CC(CCCC)CC)CCCC (4-(bis(2-ethylhexyl)amino)phenyl)(2-hydroxy-5-nitrophenyl)methanone